(R)-N-(1-(3-(1-ethyl-1H-pyrazol-3-yl)-5-(1-methyl-1H-pyrazol-4-yl)phenyl)ethyl)-2-methyl-5-(2-(N-methylacetamido)ethoxy)benzamide C(C)N1N=C(C=C1)C=1C=C(C=C(C1)C=1C=NN(C1)C)[C@@H](C)NC(C1=C(C=CC(=C1)OCCN(C(C)=O)C)C)=O